4-(3-Chloro-2-fluoro-6-(4-(trifluoromethyl)-1H-1,2,3-triazol-1-yl)phenyl)-2-methoxypyridine ClC=1C(=C(C(=CC1)N1N=NC(=C1)C(F)(F)F)C1=CC(=NC=C1)OC)F